NC1=C2C(=NC=N1)N(N=C2C2=CC=C(C=C2)OC2=CC=CC=C2)C2CCN(CC2)CC2CN(C2)CC2CN(C2)C=2C=C1C(N(C(C1=CC2)=O)C2C(NC(CC2)=O)=O)=O 5-(3-((3-((4-(4-amino-3-(4-phenoxyphenyl)-1H-pyrazolo[3,4-d]pyrimidin-1-yl)piperidin-1-yl)methyl)azetidin-1-yl)methyl)azetidin-1-yl)-2-(2,6-dioxopiperidin-3-yl)isoindoline-1,3-dione